2-bromo-5-chloropyridin BrC1=NC=C(C=C1)Cl